4-(1-ethyl-3-(trifluoromethyl)-1H-pyrazol-5-yl)cyclohexan-1-one C(C)N1N=C(C=C1C1CCC(CC1)=O)C(F)(F)F